CC1=NC=C(C=N1)[C@@H](CC(=O)O)C=1SC=C(N1)CCCC1=NC=2NCCCC2C=C1 |r| (±)-3-(2-methylpyrimidin-5-yl)-3-(4-(3-(5,6,7,8-tetrahydro-1,8-naphthyridin-2-yl)propyl)thiazol-2-yl)propionic acid